5-(1-(tert-butoxycarbonyl)azetidin-3-yl)-3-isopropyl-1H-pyrrolo[3,2-b]Pyridine-1-carboxylic acid tert-butyl ester C(C)(C)(C)OC(=O)N1C=C(C2=NC(=CC=C21)C2CN(C2)C(=O)OC(C)(C)C)C(C)C